(6AR)-4-chloro-3-(2-fluoro-6-methoxyphenyl)-2-methyl-1-oxo-2,6a,7,9,10,12-hexahydro-1H-pyrazino[2,1-c]pyrido[3,4-f][1,4]oxazepin-8(6H)-carboxylic acid tert-butyl ester C(C)(C)(C)OC(=O)N1C[C@@H]2COC3=C(CN2CC1)C(N(C(=C3Cl)C3=C(C=CC=C3OC)F)C)=O